BrC(Br)(Br)S(=O)(=O)C1=CC=C(C=C1)C tribromomethyl-(4-methylphenyl) sulfone